methyl 4-((4-(2-(2,6-dioxopiperidin-3-yl)-1-oxoisoindolin-5-yl)piperidin-1-yl)methyl)-1H-pyrrole-2-carboxylate O=C1NC(CCC1N1C(C2=CC=C(C=C2C1)C1CCN(CC1)CC=1C=C(NC1)C(=O)OC)=O)=O